ClC1=CC=C(C=C1)C1C(C2=C(N(S1(=O)=O)CC)N=C(N2C)SC2=CC=CC=C2)=O 3-(4-chlorophenyl)-1-ethyl-5-Methyl-6-(phenylthio)-3,5-diHydroimidazo[4,5-c][1,2]thiazine-4(1H)-one 2,2-dioxide